di(isopropyl)hexane C(C)(C)C(CCCCC)C(C)C